6-((3S,4R)-3-aminotetrahydro-2H-pyran-4-yl)-2-chloro-N-(furan-2-ylmethyl)-7-iodothieno[3,2-d]pyrimidin-4-amine N[C@@H]1COCC[C@H]1C1=C(C=2N=C(N=C(C2S1)NCC=1OC=CC1)Cl)I